tert-butyl 4-[4-(4-amino-2-fluoro-phenyl)-1-piperidyl]-3-fluoro-cyclohexanecarboxylate NC1=CC(=C(C=C1)C1CCN(CC1)C1C(CC(CC1)C(=O)OC(C)(C)C)F)F